2-bromo-3,5-difluorobenzamide BrC1=C(C(=O)N)C=C(C=C1F)F